2-(6-(((1R,4R,5S)-2-azabicyclo[2.2.1]heptan-5-yl)(methyl)amino)pyridazin-3-yl)-5-(1H-pyrazol-4-yl)phenol [C@H]12NC[C@H]([C@H](C1)N(C1=CC=C(N=N1)C1=C(C=C(C=C1)C=1C=NNC1)O)C)C2